cis-3-((6-chloro-4-(3-methyl-1-(4-methyl-4H-1,2,4-triazol-3-yl)cyclobutyl)pyridin-2-yl)amino)propionitrile ClC1=CC(=CC(=N1)NCCC#N)C1(CC(C1)C)C1=NN=CN1C